3,5-bis(chloromethyl)-phenol ClCC=1C=C(C=C(C1)CCl)O